C(C1=CC=CC=C1)N1CCC=2C(=C(C(=NC2C1)O)C(=O)OCC)O ethyl 7-benzyl-2,4-dihydroxy-5,6,7,8-tetrahydro-1,7-naphthyridine-3-carboxylate